BrC1=NC=CC=C1COS(=O)(=O)C methylsulfonic acid (2-bromopyridin-3-yl)methyl ester